2-amino-4-picolinic acid NC1=NC=CC(=C1)C(=O)O